FC1=C2C3=C(NC2=C(C=C1F)NC)N=CC(=C3N3CC1OCCN(C1C3)C)C=3C=C1C(C(=CN(C1=NC3)NC)C(=O)O)=O 6-[5,6-difluoro-4-(4-methyl-2,3,4a,5,7,7a-hexahydropyrrolo[3,4-b][1,4]oxazin-6-yl)-8-(methylamino)-9H-pyrido[2,3-b]indol-3-yl]-1-(methylamino)-4-oxo-1,8-naphthyridine-3-carboxylic acid